C1(CC1)N1N=C2N(C(N([C@@H](C2=C1)C)C1CCN(CC1)C1=C(C=CC=C1F)C(F)F)=O)CC1=C(C=CC=C1)C(F)(F)F |o1:9| (R)- or (S)-2-Cyclopropyl-5-[1-(2-difluoromethyl-6-fluoro-phenyl)-piperidin-4-yl]-4-methyl-7-(2-trifluoromethyl-benzyl)-2,4,5,7-tetrahydro-pyrazolo[3,4-d]pyrimidin-6-one